tert-butyl (3S,4S)-4-(4-(3-(2,6-bis(benzyloxy)pyridin-3-yl)-1-methyl-1H-indazol-6-yl) piperazine-1-carbonyl)-3-methylpiperidine-1-carboxylate C(C1=CC=CC=C1)OC1=NC(=CC=C1C1=NN(C2=CC(=CC=C12)N1CCN(CC1)C(=O)[C@@H]1[C@@H](CN(CC1)C(=O)OC(C)(C)C)C)C)OCC1=CC=CC=C1